(S)-4'-chloro-10'-(1-(4-(hydroxymethyl)cyclohexyl)piperidin-3-yl)-5'H-spiro[cyclohexane-1,7'-indolo[1,2-a]quinazolin]-5'-one ClC=1C=2C(N=C3N(C2C=CC1)C1=CC(=CC=C1C31CCCCC1)[C@H]1CN(CCC1)C1CCC(CC1)CO)=O